C(C=C)(=O)OCC[Si](OCC)(C)C acryloxyethyldimethylethoxysilane